BrC1C(C2=C(C(CC3=C1C=CC=C3)O)C=CC=C2)Br 11,12-Dibromo-5,6,11,12-tetrahydro-dibenzo[a,e]cycloocten-5-ol